N1=C(C=CC=C1)C1(NC=CC=C1)C(C(=O)O)C(=O)O 2'-bipyridyl-malonic acid